Pyrazin-5-amine N1=CC=NC(=C1)N